2-fluoro-4-(5-{[(1R,4R,5R,6R)-6-fluoro-2-azabicyclo[2.2.1]heptan-5-yl](methyl)amino}pyrazin-2-yl)-5-hydroxybenzonitrile FC1=C(C#N)C=C(C(=C1)C1=NC=C(N=C1)N(C)[C@@H]1[C@H]2CN[C@@H]([C@H]1F)C2)O